4-[(S)-(1,3-Dimethyl-azetidin-3-yl)-hydroxy-(4-isopropyl-phenyl)-methyl]-N-hydroxy-pyridine-2-carboxamidine CN1CC(C1)(C)[C@@](C1=CC(=NC=C1)C(=N)NO)(C1=CC=C(C=C1)C(C)C)O